C1(=CC(=CC=C1)C[C@H]1[C@]2(CCOC(N2)=O)CCCN1C(=O)NCC)C1=CC=CC=C1 (6R,7S)-7-({[1,1'-biphenyl]-3-yl}methyl)-N-ethyl-2-oxo-3-oxa-1,8-diazaspiro[5.5]undecane-8-carboxamide